tert-butyl 2-(2,6-dimethylpyridin-4-yl)-5-(2,4-dioxo-1,3-diazaspiro[4.5]decan-8-yl)-3-isopropyl-1H-indole-1-carboxylate CC1=NC(=CC(=C1)C=1N(C2=CC=C(C=C2C1C(C)C)C1CCC2(C(NC(N2)=O)=O)CC1)C(=O)OC(C)(C)C)C